FC1=C(OC=2C=CN=C3C=C(C(=NC23)OCCOC)C)C=CC(=C1)[N+](=O)[O-] 8-(2-fluoro-4-nitrophenoxy)-2-(2-methoxyethoxy)-3-methyl-1,5-naphthyridine